FC1=C2CC[C@@H](C2=CC=C1[N+](=O)[O-])O (S)-4-fluoro-5-nitro-2,3-dihydro-1H-inden-1-ol